(5S)-5-{[(3S)-3-Fluoropyrrolidin-1-yl]carbonyl}-2-{[5-(trifluoromethyl)-1,3,4-oxadiazol-2-yl]methyl}-5,6,7,8-tetrahydro[1,2,4]triazolo[4,3-a]pyridin-3(2H)-one F[C@@H]1CN(CC1)C(=O)[C@@H]1CCCC=2N1C(N(N2)CC=2OC(=NN2)C(F)(F)F)=O